2-(5-chloro-2-methyl-4-(2-(methyl-d3)propan-2-yl-1,1,1,3,3,3-d6)phenyl-3-d)-4-oxo-1,4-dihydro-1,6-naphthyridine-5-carboxamide ClC=1C(=C(C(=C(C1)C=1NC=2C=CN=C(C2C(C1)=O)C(=O)N)C)[2H])C(C([2H])([2H])[2H])(C([2H])([2H])[2H])C([2H])([2H])[2H]